(3S,4R,5R)-3,4,5-tris(benzyloxy)-1-(((1r,4R)-4-(trifluoromethoxy)cyclohexyl)methyl)piperidine C(C1=CC=CC=C1)O[C@H]1CN(C[C@H](C1OCC1=CC=CC=C1)OCC1=CC=CC=C1)CC1CCC(CC1)OC(F)(F)F